methyl 3,6-dichloro-5-(trifluoromethyl)pyridine-2-carboxylate ClC=1C(=NC(=C(C1)C(F)(F)F)Cl)C(=O)OC